OCCCC1C(NCC1)=O 3-(3-hydroxypropyl)pyrrolidin-2-one